6-(3-fluoro-2-methylphenyl)-2-(pyridin-2-yloxymethyl)imidazo[1,2-a]pyrimidine FC=1C(=C(C=CC1)C=1C=NC=2N(C1)C=C(N2)COC2=NC=CC=C2)C